Para-methylphenyl 2,3,4-tri-O-acetyl-beta-D-xylopyranosyl-(1→4)-2,3-di-O-acetyl-1-thio-alpha-L-rhamnopyranoside C(C)(=O)O[C@H]1[C@@H](OC[C@H]([C@@H]1OC(C)=O)OC(C)=O)O[C@@H]1[C@H]([C@H]([C@H](SC2=CC=C(C=C2)C)O[C@H]1C)OC(C)=O)OC(C)=O